NC=1C=C(C#N)C=CN1 2-aminoisonicotinonitrile